FC1=CC(=C(C=C1)N1CN(C(C2=CC=C(C=C12)C(F)(F)F)=O)C=1C=NC(NC1)=O)C 1-(4-fluoro-2-methylphenyl)-3-(2-oxo-1,2-dihydropyrimidin-5-yl)-7-(trifluoromethyl)-2,3-dihydroquinazolin-4(1H)-one